ClC=1C(=C(C=2N(N1)C(C=CN2)=O)C)C 7-chloro-8,9-dimethyl-pyrimido[1,2-b]Pyridazin-4-one